3-((1r,4r)-4-(3-(6-(8-(Benzo[d]thiazol-2-ylcarbamoyl)-3,4-dihydroisoquinolin-2(1H)-yl)-2-(tert-butoxycarbonyl)pyridin-3-yl)-2-methylphenoxy)cyclohexyl)-2,2-difluoropropanoic acid S1C(=NC2=C1C=CC=C2)NC(=O)C=2C=CC=C1CCN(CC21)C2=CC=C(C(=N2)C(=O)OC(C)(C)C)C=2C(=C(OC1CCC(CC1)CC(C(=O)O)(F)F)C=CC2)C